C(C)(=O)N[C@@H](CCCCNC(=O)OCC1=CC=CC=C1)C(=O)N[C@@H](C)C(=O)N[C@H](C)C(=O)N[C@@H](CC(N)=O)C(=O)O N2-Acetyl-N6-[(benzyloxy)carbonyl]-L-lysyl-L-alanyl-D-alanyl-L-asparagin